CC(C)([Si](OCC#C)(C)C)C 2,2,3,3-tetramethyl-4-Oxa-3-silaheptan-6-yne